(rac)-4-(1-(thiazol-5-yl)ethyl)aniline S1C=NC=C1[C@H](C)C1=CC=C(N)C=C1 |r|